(benzyloxy)-6-bromo-3-fluorobenzonitrile C(C1=CC=CC=C1)OC1=C(C#N)C(=CC=C1F)Br